C(C)(C)(C)OC(=O)N(C(OC(C)(C)C)=O)C[C@@H]1C[C@H](C1)N1N=C(C(=C1)C1=CCCCC1OC)C1CC1 tert-butyl N-tert-butoxycarbonyl-N-((trans-3-(3-cyclopropyl-4-(6-methoxycyclohexen-1-yl)pyrazol-1-yl)cyclobutyl)methyl)carbamate